4-((2,6-difluoro-4-(3-(methylsulfonamido)-1H-1,2,4-triazol-1-yl)benzyl)oxy)-3-methylphenyl sulfurofluoridate S(OC1=CC(=C(C=C1)OCC1=C(C=C(C=C1F)N1N=C(N=C1)NS(=O)(=O)C)F)C)(=O)(=O)F